(4-(4-((3,4-dimethylbenzyl)amino)-1-(1-isobutyrylpiperidin-4-yl)-1H-pyrazolo[4,3-c]pyridin-3-yl)phenyl)-5-(4-fluorophenyl)-4-hydroxynicotinamide CC=1C=C(CNC2=NC=CC3=C2C(=NN3C3CCN(CC3)C(C(C)C)=O)C3=CC=C(C=C3)C3=C(C(=O)N)C(=C(C=N3)C3=CC=C(C=C3)F)O)C=CC1C